COC1=CC=C(C=C1)S(=O)(=O)NN=C1CC2(CN(C2)C(=O)O)C1 6-(2-((4-methoxyphenyl)sulfonyl)hydrazono)-2-azaspiro[3.3]Heptane-2-carboxylic acid